CC=1C=C(OCC2CN=CO2)C=C(C1[2H])C 5-((3,5-dimethyl-phenoxy-4-d)methyl)oxazoline